2-methoxy-1,3-dihydroxybenzene COC1=C(C=CC=C1O)O